FC1=C(C(=O)NC2=CC(=NN2C)C(F)(F)F)C=CC=N1 2-fluoro-N-(1-methyl-3-(trifluoromethyl)-1H-pyrazol-5-yl)nicotinamide